COCOC1=CC(=C(C=O)C=C1)OCC#C 4-(Methoxymethoxy)-2-(prop-2-ynyloxy)benzaldehyde